FC(OC=1C=C(C=C(C1)OC)C(C#N)C)F 2-[3-(difluoromethoxy)-5-methoxyphenyl]propionitrile